CNC1=CC(=CC=C1)B1OC(C(O1)(C)C)(C)C N-methyl-3-(4,4,5,5-tetramethyl-1,3,2-dioxaborolan-2-yl)aniline